C1(=CC=CC=C1)C1=C(C(=NN=N1)C=1C(=C(C=CC1)C1=CC=CC=C1)C1=CC=CC=2OC3=C(C21)C=CC=C3)C3=CC=CC=C3 (diphenyltriazineyl)(dibenzofuranyl)biphenyl